(2S,3S,4R,5R)-2-((1R)-6-chloro-3-methylisochroman-1-yl)-5-(4-methyl-7H-pyrrolo[2,3-d]pyrimidin-7-yl)tetrahydrofuran-3,4-diol ClC=1C=C2CC(O[C@H](C2=CC1)[C@H]1O[C@H]([C@@H]([C@@H]1O)O)N1C=CC2=C1N=CN=C2C)C